Dimethylurethan CN(C(=O)OCC)C